OC=1C(=NC=CC1OC)C(=O)N[C@H](C(=O)O[C@H]([C@@H](C)C1=C(C=C(C=C1)F)C)C)C [(1S,2S)-2-(4-fluoro-2-methyl-phenyl)-1-methyl-propyl] (2S)-2-[(3-hydroxy-4-methoxy-pyridine-2-carbonyl)amino]propanoate